N-Fmoc-6-aminohexanoic acid C(=O)(OCC1C2=CC=CC=C2C2=CC=CC=C12)NCCCCCC(=O)O